ethyl 3-(4-chlorophenyl)-1H-pyrrolo[3,2-b]pyridine-2-carboxylate ClC1=CC=C(C=C1)C1=C(NC=2C1=NC=CC2)C(=O)OCC